2H-tetrazol-2-benzamide N=1N(N=NC1)C1=CC=CC=C1C(=O)N